5-(methoxymethyl)pyrimidine COCC=1C=NC=NC1